C(C)N1CC(CCC1)NC1=NN2C(N=C(C=C2)C2=C(C=C(C=C2C)C(F)(F)F)O)=N1 2-(2-((1-ethylpiperidin-3-yl)amino)-[1,2,4]triazolo[1,5-a]pyrimidin-5-yl)-3-methyl-5-(trifluoromethyl)phenol